4-(3-Chloroanilino)-2'-[(2R)-3-hydroxy-2-methylpropyl]-5'-methyl-2',3'-dihydrospiro[cyclohexane-1,1'-indene]-4-carboxylic acid methyl ester COC(=O)C1(CCC2(C(CC3=CC(=CC=C23)C)C[C@H](CO)C)CC1)NC1=CC(=CC=C1)Cl